3-azaspiro[5.5]undecan-9-amine hydrochloride Cl.C1CNCCC12CCC(CC2)N